BrC=1C=CC=2N(C3=CC=CC=C3C2C1)C1=NC(=NC(=N1)C1=CC2=C(OC3=C2C=CC=C3)C=C1)C1=CC=CC=C1 3-bromo-9-(4-(dibenzo[b,d]furan-2-yl)-6-phenyl-1,3,5-triazin-2-yl)-9H-carbazole